OC(C(=O)O)CCCCCCCCCCCCCCCCCCCCCCCC α-hydroxyhexaeicosanoic acid